prostanol chloride [Cl-].C(CCCCCC[C@H]1CCC[C@@H]1CCCCCCCC)O